N=1C=C(N2N=CC=CC21)C#CC=2C=C(C(=O)NC1=CC(=CC(=C1)C(F)(F)F)N1C=NC(=C1)C1=CC=CC=C1)C=CC2C 3-(imidazo[1,2-b]pyridazin-3-ylethynyl)-4-methyl-N-(3-(4-phenyl-1H-imidazol-1-yl)-5-(trifluoromethyl)phenyl)benzamide